CC(CCCCC)CCCCCCCCCCCCCCCCCCCC 6-Methylhexacosane